2,2,7-trifluoro-4-(2-methylbut-3-yn-2-yl)-6-(perfluorophenyl)-2H-benzo[b][1,4]oxazin-3(4H)-one FC1(C(N(C2=C(O1)C=C(C(=C2)C2=C(C(=C(C(=C2F)F)F)F)F)F)C(C)(C#C)C)=O)F